ClC=1C(=NC(=NC1)N[C@H]1[C@@H](COCC1)O)C#C (3S,4R)-4-((5-chloro-4-ethynylpyrimidin-2-yl)amino)tetrahydro-2H-pyran-3-ol